C(C)(C)(C)C1=CC(=C(C=C1Cl)C1=CC(C(=C(N1)C)[C@@H]1CNC(O1)=O)=O)C |o1:18| rel-(R)-5-(6-(4-(tert-butyl)-5-chloro-2-methylphenyl)-2-methyl-4-oxo-1,4-dihydropyridin-3-yl)oxazolidin-2-one